7-[5-Methyl-1-(piperidin-4-yl)-1,2,3-triazol-4-yl]-5-[(1R)-1-(pyridin-2-yl)ethoxy]imidazo[1,2-a]pyridine-3-carbonitrile CC1=C(N=NN1C1CCNCC1)C1=CC=2N(C(=C1)O[C@H](C)C1=NC=CC=C1)C(=CN2)C#N